N-(6-(2H-1,2,3-Triazol-2-yl)-5-(trifluoromethyl)pyridin-3-yl)-8-bromo-2-methyl-2,3-dihydro-4H-benzo[b][1,4]oxazine-4-carboxamide N=1N(N=CC1)C1=C(C=C(C=N1)NC(=O)N1C2=C(OC(C1)C)C(=CC=C2)Br)C(F)(F)F